ClC1=C(C(=O)C2=CNC3=C2C2=C(NC[C@@](N2)(C)COC([2H])([2H])[2H])C=N3)C=CC(=C1)CN1N=CC=C1C (S)-9-(2-chloro-4-((5-methyl-1H-pyrazol-1-yl)methyl)benzoyl)-2-((methoxy-d3)methyl)-2-methyl-1,2,4,7-tetrahydro-3H-pyrrolo[3',2':5,6]pyrido[3,4-b]pyrazine